N-(naphthalen-2-yl)-9,9-diphenyl-9H-fluoren-2-amine C1=C(C=CC2=CC=CC=C12)NC1=CC=2C(C3=CC=CC=C3C2C=C1)(C1=CC=CC=C1)C1=CC=CC=C1